FC(C=1C=CC(=NC1)OC1=CC2=C(N=C(S2)N2C([C@H]3[C@H]4C=C[C@@H]([C@H]3C2=O)C4)=O)C=C1)(F)F (1R,2S,6R,7S)-4-[6-[[5-(trifluoromethyl)-2-pyridyl]oxy]-1,3-benzothiazol-2-yl]-4-azatricyclo[5.2.1.02,6]dec-8-ene-3,5-dione